FC(C1=NN(C(=C1)NC(C1=C(C=CC=C1)NC1=CC=C(C=C1)C)=O)C)F N-(3-(difluoromethyl)-1-methyl-1H-pyrazol-5-yl)-2-(p-tolylamino)benzamide